NC1=NC=NN2C1=C(C=C2C=2C=NN(C2)CCO)C2=CC(=C(C=C2)NC(OC(C)(C)C)=O)OC tert-Butyl (4-(4-amino-7-(1-(2-hydroxyethyl)-1H-pyrazol-4-yl)pyrrolo[2,1-F][1,2,4]triazin-5-yl)-2-methoxyphenyl)carbamate